5-(3-cyclopropylphenoxy)-1H-1,2,3-triazole-4-carboxylic acid C1(CC1)C=1C=C(OC2=C(N=NN2)C(=O)O)C=CC1